FC1=C(C2=C(NCCO2)C=C1)C1CCN(CC1)C(=O)OC(C)(C)C tert-butyl 4-(7-fluoro-3,4-dihydro-2H-1,4-benzoxazin-8-yl)piperidine-1-carboxylate